chloro-(4-methoxyphenyl)methyl dodecanoate C(CCCCCCCCCCC)(=O)OC(C1=CC=C(C=C1)OC)Cl